5,6-difluorophthalazin-1(2H)-one FC1=C2C=NNC(C2=CC=C1F)=O